CC1N(C(C2=CC=CC=C2C1)C1=CC=CC=C1)C(CCC(=O)NCC1=CC(=CC=C1)C(F)(F)F)=O 4-(3-Methyl-1-phenyl-3,4-dihydro-1H-isoquinolin-2-yl)-4-oxo-N-[[3-(trifluoromethyl)phenyl]methyl]butyric acid amide